N1(CCCC1)CCCNC(CCCCCCCCCC(=O)[O-])=O 11-((3-(tetrahydro-1H-pyrrol-1-yl) propyl) amino)-11-oxoundecanoate